4-(2-(2,6-dioxopiperidin-3-yl)1,3-dioxoisoindolin-5-yl)piperazin O=C1NC(CCC1N1C(C2=CC=C(C=C2C1=O)N1CCNCC1)=O)=O